7-benzyl-3-(3,4-dichlorobenzyl)-2,3,6,7,8,9-hexahydroimidazo[1,2-a]pyrido[3,4-e]pyrimidin-5(1H)-one C(C1=CC=CC=C1)N1CC=2C(N=C3N(C2CC1)CCN3CC3=CC(=C(C=C3)Cl)Cl)=O